(S)-3-(3-(4-hydroxy-1-methyl-2-oxo-1,2-dihydropyridin-3-yl)ureido)-3-(3-(thiophen-2-yl)phenyl)propanoic acid OC1=C(C(N(C=C1)C)=O)NC(N[C@@H](CC(=O)O)C1=CC(=CC=C1)C=1SC=CC1)=O